C(C1=CC=CC=C1)OC(=O)N1CCC(C(C1)C)(F)F 4,4-difluoro-5-methylpiperidine-1-carboxylic acid benzyl ester